tetraazacyclododecanetetra-acetic acid C1(C(NNNNCCCCCC1)(CC(=O)O)CC(=O)O)(CC(=O)O)CC(=O)O